1-((2R,3R,4R,5R)-4-((tert-butyldimethylsilyl)oxy)-5-(hydroxymethyl)-3-(methylthio)tetrahydrofuran-2-yl)pyrimidine-2,4(1H,3H)-dione [Si](C)(C)(C(C)(C)C)O[C@H]1[C@H]([C@@H](O[C@@H]1CO)N1C(NC(C=C1)=O)=O)SC